8-(phenethoxymethyl)dibenzo[b,f][1,4]thiazepin-11(10H)-one C(CC1=CC=CC=C1)OCC1=CC2=C(SC3=C(C(N2)=O)C=CC=C3)C=C1